6-[Tert-butoxycarbonyl(methyl)amino]-3-chloro-6,7-dihydro-5H-thieno[3,2-b]pyran-2-carboxylic acid C(C)(C)(C)OC(=O)N(C1CC2=C(OC1)C(=C(S2)C(=O)O)Cl)C